1-benzyl-5-(2-bromophenyl)-1H-pyrazole-3-carboxylic acid C(C1=CC=CC=C1)N1N=C(C=C1C1=C(C=CC=C1)Br)C(=O)O